3-hydroxycyclobutyl-benzoic acid OC1CC(C1)C1=C(C(=O)O)C=CC=C1